resorcinolcinnamaldehyde C1(O)=C(C(O)=CC=C1)C1=CC=CC=C1C=CC=O